bicyclo[4.3.0]nonan-2,4,7,9-tetracarboxylic acid C12C(CC(CC2C(CC1C(=O)O)C(=O)O)C(=O)O)C(=O)O